ClC1=C(C(=O)O)C=CC(=C1)NC(=O)C1=CC(=C2CCN(C2=C1)S(=O)(=O)C1=CC(=CC=C1)F)OC 2-Chloro-4-{[1-(3-fluoro-benzenesulfonyl)-4-methoxy-2,3-dihydro-1H-indole-6-carbonyl]-amino}-benzoic acid